CC=1N(C2=C(C=C(C=C2C1)OC)C)C(=O)ON1CCNCC1 piperazin-1-yl (methyl)-5-methoxy-7-methyl-1H-indole-1-carboxylate